N-(3-(2H-Tetrazol-5-yl)phenyl)-5-(4-methoxypiperidin-1-yl)-2-morpholinooxazolo[4,5-b]pyridine-6-carboxamide N=1NN=NC1C=1C=C(C=CC1)NC(=O)C=1C=C2C(=NC1N1CCC(CC1)OC)N=C(O2)N2CCOCC2